IC(C)(C)[Sn](N(C)C)(N(C)C)N(C)C (1-iodoisopropyl)tris(dimethylamino)tin